FC1=CC=C2C(=CNC(C2=C1F)=O)C(C)N(C(=O)N[C@H](C)C1=CC=CC=C1)C 1-(1-(7,8-Difluoro-1-oxo-1,2-dihydroisoquinolin-4-yl)ethyl)-1-methyl-3-((R)-1-phenylethyl)urea